4-[[5-(4-fluorophenyl)-6-(1-hydroxycyclopropyl)-1H-pyrazolo[4,3-g]isoquinolin-8-yl]oxy]benzoic acid FC1=CC=C(C=C1)C1=C(N=C(C2=CC3=C(C=C12)C=NN3)OC3=CC=C(C(=O)O)C=C3)C3(CC3)O